N3-(2-hydroxyethyl)-N1-cyanoguanidine OCCNC(NC#N)=N